C(CCC)C1=CC=C(COC(=O)C(CC)CC(CC)C(=O)OCC2=CC=C(C=C2)CCCC)C=C1 3,5-bis(4-butylbenzylcarboxy)heptane